(1R,3R,5R)-N-(4-methyl-3-(pyrrolo[2,1-f][1,2,4]triazin-2-yl)phenyl)-2-azabicyclo[3.1.0]hexane-3-carboxamide CC1=C(C=C(C=C1)NC(=O)[C@@H]1N[C@@H]2C[C@@H]2C1)C1=NN2C(C=N1)=CC=C2